(R)-(4-(4-chloropyrazolo[1,5-a]pyridin-2-yl)-6,7-dihydro-1H-imidazo[4,5-c]pyridin-5(4H)-yl)(5-(2-fluoropropan-2-yl)-1,3,4-oxadiazol-2-yl)methanone ClC=1C=2N(C=CC1)N=C(C2)[C@@H]2N(CCC1=C2N=CN1)C(=O)C=1OC(=NN1)C(C)(C)F